(R)-4-(5-chloro-4-((morpholin-3-ylmethyl)amino)-6-oxopyridazin-1(6H)-yl)-N-(4-cyano-2-fluorophenyl)-N-(difluoromethyl)piperidine-1-sulfonamide ClC1=C(C=NN(C1=O)C1CCN(CC1)S(=O)(=O)N(C(F)F)C1=C(C=C(C=C1)C#N)F)NC[C@H]1NCCOC1